5-((2-(3-(2-Cyclohexylacetamido)phenyl)pyrimidin-5-yl)methoxy)-2-hydroxybenzoic acid C1(CCCCC1)CC(=O)NC=1C=C(C=CC1)C1=NC=C(C=N1)COC=1C=CC(=C(C(=O)O)C1)O